C1(CC1)N1C(NC2=C1C=C(C=C2)B2OC(C(O2)(C)C)(C)C)=O 1-Cyclopropyl-6-(4,4,5,5-tetramethyl-1,3,2-dioxaborolan-2-yl)-1H-benzo[d]imidazol-2(3H)-one